[Ag].N1N=NC=C1 1,2,3-triazole silver salt